2-(4-cyclopropyl-6-methoxypyrimidin-5-yl)-6,7-dihydro-[1,2,4]triazolo[1,5-a]pyrimidin C1(CC1)C1=NC=NC(=C1C1=NN2C(N=CCC2)=N1)OC